C1(=C(C(=CC(=C1)C)C)C(=O)[SnH3])C (mesitoyl)stannane